6-[1-(2,2-difluoroethyl)-1H-pyrazolo[3,4-b]pyrazin-6-yl]-2-[5-(trifluoromethyl)pyridin-2-yl]-2,6-diazaspiro[3.4]octane FC(CN1N=CC=2C1=NC(=CN2)N2CC1(CN(C1)C1=NC=C(C=C1)C(F)(F)F)CC2)F